N-((1R)-1-(4-chloro-3-fluorophenyl)-2-hydroxyethyl)-1-(((3S)-1-((3-cyano-1-azetidinyl)sulfonyl)-3-piperidinyl)carbonyl)-D-prolinamide ClC1=C(C=C(C=C1)[C@H](CO)NC([C@@H]1N(CCC1)C(=O)[C@@H]1CN(CCC1)S(=O)(=O)N1CC(C1)C#N)=O)F